N[C@@H](CCC(N)=O)C(=O)O.[Na] Sodium glutamine